(E)-3-(4-(((1-(6-Cyano-3'-(cyanomethyl)-5'-(3-hydroxy-4-methoxyphenyl)-[3,4'-bipyridin]-2'-yl)piperidin-4-yl)amino)methyl)phenyl)-N-hydroxyacrylamide formate C(=O)O.C(#N)C1=CC=C(C=N1)C1=C(C(=NC=C1C1=CC(=C(C=C1)OC)O)N1CCC(CC1)NCC1=CC=C(C=C1)/C=C/C(=O)NO)CC#N